3-(6-ethyl-5-(1H-pyrazol-4-yl)pyridin-2-yl)-8-(2-hydroxyacetyl)-1-(3-methoxybenzyl)-1,3,8-triazaspiro[4.5]decan-2-one C(C)C1=C(C=CC(=N1)N1C(N(C2(C1)CCN(CC2)C(CO)=O)CC2=CC(=CC=C2)OC)=O)C=2C=NNC2